CC(CC#CC=1C=C(OC2=C(N=NN2)C(=O)OCC)C=CC1)C ethyl 5-(3-(4-methylpent-1-ynyl)phenoxy)-1H-1,2,3-triazole-4-carboxylate